2-(2-azabicyclo[2.2.1]heptan-2-yl)ethan-1-ol C12N(CC(CC1)C2)CCO